ethyl 7-bromo-1-methyl-2,3-dioxo-1,2,3,4-tetrahydroquinoxaline-6-carboxylate BrC1=C(C=C2NC(C(N(C2=C1)C)=O)=O)C(=O)OCC